C(CCCCCC)(=O)O[C@@H]1[C@](O[C@H](C1)N1C2=NC(=NC(=C2N=C1)N)F)(COC(CCCC)=O)C#C (2R,3S,5R)-5-(6-amino-2-fluoro-9H-purin-9-yl)-2-ethynyl-2-((pentanoyloxy)methyl)tetra-hydrofuran-3-yl heptanoate